2-Methyl-2-(2-methyl-4-(3-oxo-3-(4-(propylthio)phenyl)prop-1-enyl)phenoxy)propanoic acid CC(C(=O)O)(C)OC1=C(C=C(C=C1)C=CC(C1=CC=C(C=C1)SCCC)=O)C